2-Isopropyl-4,5-dimethoxy-benzyl-N4-phenyl-pyrimidine-2,4-diamine C(C)(C)C1=C(CC=2C(=NC(=NC2)N)NC2=CC=CC=C2)C=C(C(=C1)OC)OC